2-(5-chloro-6-dispiro[2.0.24.13]heptan-7-yl-2-methyl-3-pyridyl)-4-oxo-1H-1,6-naphthyridine-5-carboxamide ClC=1C=C(C(=NC1C1C2(C13CC3)CC2)C)C=2NC=3C=CN=C(C3C(C2)=O)C(=O)N